5-(2'-methylaminophenyl)-1,2,3,4-tetrahydro-7-methylbenzo[c]carbazole CNC1=C(C=CC=C1)C1=CC=2N(C=3C=CC=CC3C2C2=C1CCCC2)C